2,2-difluorosuccinic acid FC(C(=O)O)(CC(=O)O)F